N-(tert-butyldimethylsilyl)-3-(((tetrahydro-2H-pyran-2-yl)oxy)methyl)-4-(4,4,5,5-tetramethyl-1,3,2-dioxaborolan-2-yl)benzenesulfonimidamide [Si](C)(C)(C(C)(C)C)NS(=O)(=N)C1=CC(=C(C=C1)B1OC(C(O1)(C)C)(C)C)COC1OCCCC1